3-acetylbenzenesulfonyl chloride C(C)(=O)C=1C=C(C=CC1)S(=O)(=O)Cl